3-oxo-3H-isobenzofuran O=C1OCC2=CC=CC=C12